2-(5-acryloyl-2-(4-fluorophenyl)-3-(pyridin-4-yl)-4,5,6,7-tetrahydropyrazolo[1,5-a]pyrazin-7-yl)-N-methylacetamide C(C=C)(=O)N1CC=2N(C(C1)CC(=O)NC)N=C(C2C2=CC=NC=C2)C2=CC=C(C=C2)F